FC1=C(C=CC(=C1)OCC(CCCCCCCCCC)CCCCCCCC)C=C1C2=CC(=CC=C2C=2C=CC(=CC12)Br)Br 9-(2-fluoro-4-(2-octyldodecyloxy)phenylmethylene)-2,7-dibromofluorene